(+-)-2,5-dimethyl-2-indanmethanol C[C@]1(CC2=CC=C(C=C2C1)C)CO |r|